3-bromo-6-fluoro-4-methyl-2-nitroaniline BrC=1C(=C(N)C(=CC1C)F)[N+](=O)[O-]